5-iodo-1,2,3,4-tetrahydro-1,8-naphthyridine IC1=C2CCCNC2=NC=C1